C(#N)C1=CC=C(OC(C(=O)O)C)C=C1 2-(4-cyanophenoxy)propionic acid